C(#N)CCN1C(N(C(C2=C1C=C(S2)C2=C(C#N)C=C(C(=C2)OC)F)=O)C2=CN=CC1=CC=CC=C21)=O 2-(1-(2-cyanoethyl)-3-(isoquinolin-4-yl)-2,4-dioxo-1,2,3,4-tetrahydrothieno[3,2-d]pyrimidin-6-yl)-5-fluoro-4-methoxybenzonitrile